4,6-Dichloro-5-((2-chlorobenzyl)oxy)-1H-indole-2-carboxylic acid ClC1=C2C=C(NC2=CC(=C1OCC1=C(C=CC=C1)Cl)Cl)C(=O)O